CN1C(CC(CC1(C)C)N1N=C2C=C(C=CC2=C1)C1=CC[C@@H](CN1)C)(C)C 2-(1,2,2,6,6-Pentamethyl-4-piperidyl)-6-[(3S)-3-methyl-1,2,3,4-tetrahydropyridin-6-yl]indazole